4-(3-azabicyclo[3.1.0]hexan-2-yl)benzonitrile C12C(NCC2C1)C1=CC=C(C#N)C=C1